C1(=CC=CC=C1)P(C1=CC=CC=C1)C1=CC=CC=C1.C1(=CC=CC=C1)P(C1=CC=CC=C1)C1=CC=CC=C1.[Ni] nickel bis(triphenylphosphine)